(R)-1-(3-(difluoromethyl)-4-fluorophenyl)-3-((difluoromethyl)sulfonyl)-4,5,6,7-tetrahydro-1H-indole-4-ol FC(C=1C=C(C=CC1F)N1C=C(C=2[C@@H](CCCC12)O)S(=O)(=O)C(F)F)F